NC1=NC(=NN2C1=NC=C2C=2C=C(C=CC2C)S(=O)(=O)N2C1CN(C(C2)C1O)C1C(CCC1)C#N)C(F)(F)F 2-(5-((3-(4-amino-2-(trifluoromethyl)imidazo[2,1-f][1,2,4]triazin-7-yl)-4-methylphenyl)sulfonyl)-7-hydroxy-2,5-diazabicyclo[2.2.1]heptan-2-yl)cyclopentane-1-carbonitrile